tert-butyl 4-(((2s,4r)-4-cyclopropyl-2-(4-(methoxycarbonyl) phenyl) piperidin-1-yl) methyl)-5-((E)-2-ethoxyvinyl)-7-methyl-1H-indole-1-carboxylate C1(CC1)[C@H]1C[C@H](N(CC1)CC1=C2C=CN(C2=C(C=C1\C=C\OCC)C)C(=O)OC(C)(C)C)C1=CC=C(C=C1)C(=O)OC